N-[(3-chloro-4-fluorophenyl)-(5-methyl-4-methylsulfonyl-1H-imidazol-2-yl)methyl]-3-(trifluoromethyl)pyridin-2-amine ClC=1C=C(C=CC1F)C(NC1=NC=CC=C1C(F)(F)F)C=1NC(=C(N1)S(=O)(=O)C)C